1-{[(5s,7s)-3-(2-methyl-2-{3-[(methoxy)methyl]-1,2,4-oxadiazol-5-yl}propyl)-2-oxo-1-oxa-3-azaspiro[4.5]decan-7-yl]methyl}-1H-benzimidazole-6-carbonitrile CC(CN1C(O[C@]2(C1)C[C@H](CCC2)CN2C=NC1=C2C=C(C=C1)C#N)=O)(C)C1=NC(=NO1)COC